ClC1=CC=C(C=C1)C(CC(C)C)N1C[C@@H](N(C[C@H]1C)C(=O)OC(C)(C)C)C tert-butyl (2S,5R)-4-(1-(4-chlorophenyl)-3-methylbutyl)-2,5-dimethylpiperazine-1-carboxylate